O=S1(CC(NCC1)C1=CC=C(C=C1)NC(=O)NCC1=CC=C(C=C1)OC)=O 1-(4-(1,1-dioxothiomorpholin-3-yl)phenyl)-3-(4-methoxybenzyl)urea